N(=O)N1CC(CCC1)NC(OC(C)(C)C)=O tert-Butyl (1-nitrosopiperidin-3-yl)carbamate